BrC1=NC(=C(C(=N1)N)[N+](=O)[O-])C12CC(C1)(C2)C(F)(F)F 2-bromo-5-nitro-6-(3-(trifluoromethyl)bicyclo[1.1.1]pentan-1-yl)pyrimidin-4-amine